NC1=NC(=CC2=C1C(N1[C@@H](CO2)CN(CC1)C(=O)OC(C)(C)C)=O)Cl tert-Butyl (R)-1-amino-3-chloro-12-oxo-6a,7,9,10-tetrahydro-6H-pyrazino[2,1-c]pyrido[3,4-f][1,4]oxazepine-8(12H)-carboxylate